CN1C(C=C(C(=C1)C=1C=NN(C1)C(C)C1=CC=CC=C1)C=1C=NC(=NC1)NC)=O 1-methyl-4-(2-(methylamino)pyrimidin-5-yl)-5-(1-(1-phenylethyl)-1H-pyrazol-4-yl)pyridin-2(1H)-one